6-cyano-N-(4-fluoro-2-methanesulfonylphenyl)-5-(morpholin-4-yl)pyridine-3-carboxamide C(#N)C1=C(C=C(C=N1)C(=O)NC1=C(C=C(C=C1)F)S(=O)(=O)C)N1CCOCC1